8-[8-(3-methyl-1,2,4-oxadiazol-5-yl)-8-azabicyclo[3.2.1]oct-3-yl]-2,8-diazaspiro[4.5]decan-3-one CC1=NOC(=N1)N1C2CC(CC1CC2)N2CCC1(CC(NC1)=O)CC2